COC(C1=CC(=C(C=C1)CN1N=CC=2N=C(N=C(C21)O)NC(=O)OC)OC)=O 4-((7-hydroxy-5-((methoxycarbonyl)amino)-1H-pyrazolo[4,3-d]Pyrimidin-1-yl)methyl)-3-methoxybenzoic acid methyl ester